ClC=1C=C(C=CC1Cl)C=1NC(C=2N(C1)N=C(C2C(F)(F)F)C(=O)O)=O 6-(3,4-Dichlorophenyl)-4-oxo-3-(trifluoromethyl)-4,5-dihydropyrazolo[1,5-a]pyrazine-2-carboxylic acid